C(#N)CC(=O)N1CCC12CN(CC2)C2=C1C(=NC=C2C#N)NC=C1 4-(1-(2-Cyanoacetyl)-1,6-diazaspiro[3.4]octan-6-yl)-1H-pyrrolo[2,3-b]pyridine-5-carbonitrile